3,7-bis((4'-nitro-[1,1'-biphenyl]-4-yl)thio)-10H-phenothiazine [N+](=O)([O-])C1=CC=C(C=C1)C1=CC=C(C=C1)SC=1C=CC=2NC3=CC=C(C=C3SC2C1)SC1=CC=C(C=C1)C1=CC=C(C=C1)[N+](=O)[O-]